(R)-Lactate C([C@H](O)C)(=O)[O-]